1-iodo-3-(methoxymethoxy)naphthalene IC1=CC(=CC2=CC=CC=C12)OCOC